NC=1SC=C(C1C(=O)OC)C Methyl 2-amino-4-methylthiophene-3-carboxylate